C(C)SC[C@@]([C@H](C1=C(C=C(C=C1)OC)F)NC1=C2C=CC(NC2=CC=C1)=O)(C(F)(F)F)O 5-{(1S,2R)-[2-([Ethylsulfanyl]methyl)-1-(2-fluoro-4-methoxyphenyl)-3,3,3-trifluoro-2-hydroxypropyl]amino}-1H-quinolin-2-one